ClC1=NC(=NC(=C1)OC)N1CC(C(CC1)(F)F)\C=C\C1=CC=CC=C1 (E)-4-chloro-2-(4,4-difluoro-3-phenylvinylpiperidin-1-yl)-6-methoxypyrimidine